tert-butyl 2-chloro-7-isopentyl-7,8-dihydro-1,6-naphthyridine-6(5H)-carboxylate ClC1=NC=2CC(N(CC2C=C1)C(=O)OC(C)(C)C)CCC(C)C